(R)-2-((methoxy-d3)methyl)-2-(methyl-d3)-1,2,4,7-tetrahydro-3H-pyrrolo[3',2':5,6]pyrido[3,4-b]pyrazin-3-one C(OC[C@]1(NC2=C(NC1=O)C=NC1=C2C=CN1)C([2H])([2H])[2H])([2H])([2H])[2H]